1-((dimethylamino)methyl)cyclopropan-1-amide dihydrochloride Cl.Cl.CN(C)CC1(CC1)C(=O)N